2-(4-methoxyphenyl)-6-[4-(piperazin-1-yl)phenyl]pyridin-4-amine COC1=CC=C(C=C1)C1=NC(=CC(=C1)N)C1=CC=C(C=C1)N1CCNCC1